C1(CC1)NC(=O)N1CC=2NC(=NC2C1)C1=NNC2=CC(=CC=C12)C1=C(C=C(C(=C1)F)O)CC N-cyclopropyl-2-(6-(2-ethyl-5-fluoro-4-hydroxyphenyl)-1H-indazol-3-yl)-4,6-dihydropyrrolo[3,4-d]imidazole-5(1H)-carboxamide